BrC=1C(=NC=CC1)OC1=CC=C(C=C1)OC(F)(F)F 3-bromo-2-[4-(trifluoromethoxy)phenoxy]pyridine